ClC1=NN=CC2=CC(=CC(=C12)F)Cl 1,6-dichloro-8-fluoro-phthalazine